1-(9H-Fluoren-2-yl)-3-Hexyl-1H-imidazol-3-ium bromide [Br-].C1=C(C=CC=2C3=CC=CC=C3CC12)N1C=[N+](C=C1)CCCCCC